C(C)(C)(C)OC(=O)N1CCC(CC1)C(=O)N1CCN(CC1)C1=NC=CC(=C1)B(O)O [2-[4-(1-tert-butoxycarbonylpiperidine-4-carbonyl)piperazin-1-yl]-4-pyridinyl]boronic acid